4-(2,2-difluorobutyl)aniline FC(CC1=CC=C(N)C=C1)(CC)F